C(C1=CC=CC=C1)OC(=O)N1CCC(CC1)N1N=CC(=C1)NC1=NC=C(C(=N1)C1=CC=C(C=C1)C(N[C@@H](C)C#N)=O)C (S)-4-(4-((4-(4-((1-cyanoethyl)carbamoyl)phenyl)-5-methylpyrimidin-2-yl)amino)-1H-pyrazol-1-yl)piperidine-1-carboxylic acid benzyl ester